3-methyl-5-phenoxyisobenzofuran CC=1OC=C2C=CC(=CC12)OC1=CC=CC=C1